D-N1-(cyclopropylmethanoyl)-lysergic acid diethylamide C(C)N(C(=O)[C@H]1CN(C)[C@@H]2CC3=CN(C4=CC=CC(C2=C1)=C34)C(=O)C3CC3)CC